OC(C)C=1C(=NC(=CC1)C=1C=NN2C1C=CC(=C2)OCCN2CCOCC2)C=2C=C(C#N)C=CC2 3-[3-(1-hydroxyethyl)-6-[6-(2-morpholin-4-ylethoxy)pyrazolo[1,5-a]pyridin-3-yl]pyridin-2-yl]benzonitrile